(E)-4-(2-(4,4-difluorocyclohexyl)vinyl)-5-methoxypyridinecarboxylic acid methyl ester COC(=O)C1=NC=C(C(=C1)\C=C\C1CCC(CC1)(F)F)OC